OCC1=NC2=C(N1C=1C=C3CCC(NC3=CC1)=O)C=CC(=C2)C(=O)NC 2-(hydroxymethyl)-N-methyl-1-(2-oxo-1,2,3,4-tetrahydroquinolin-6-yl)-1H-benzo[d]imidazole-5-carboxamide